C(C)(C)(C)C=1C=C(OC2=CC=3N(C4=CC=CC=C4C3C=C2)C2=NC=CC=C2)C=C(C1)B1OC(C(O1)(C)C)(C)C 2-(3-(tert-butyl)-5-(4,4,5,5-tetramethyl-1,3,2-dioxaborolan-2-yl)phenoxy)-9-(pyridin-2-yl)-9H-carbazole